N1N=C(C=C1)C=1C=CC=2N(C1)C=C(N2)C(=O)N 6-(1H-pyrazol-3-yl)imidazo[1,2-a]pyridine-2-carboxamide